(S)-1-(2-(3-acetyl-5-(2-methylpyrimidin-5-yl)-1H-indazol-1-yl)acetyl)-N-(6-bromopyridin-2-yl)piperidine-2-carboxamide C(C)(=O)C1=NN(C2=CC=C(C=C12)C=1C=NC(=NC1)C)CC(=O)N1[C@@H](CCCC1)C(=O)NC1=NC(=CC=C1)Br